FC=1C=C(OC2=C(CN3C(C(C=4C=C5C(=CC34)OCO5)(C)C)=O)C(=CC=C2)C(F)(F)F)C=C(C1)F 5-(2-(3,5-difluorophenoxy)-6-(trifluoromethyl)benzyl)-7,7-dimethyl-5,7-dihydro-6H-[1,3]dioxolo[4,5-f]indol-6-one